1-(2-(3-cyclobutoxy-4-methoxyphenyl)-2-oxoethyl)-2,6-dimethylpyridin-4(1H)-one C1(CCC1)OC=1C=C(C=CC1OC)C(CN1C(=CC(C=C1C)=O)C)=O